C1(=CC=CC=C1)[B-](C1=CC=CC=C1)(C1=CC=CC=C1)C1=CC=CC=C1.C(CC)[NH+](CCC)CCC tripropylammonium tetra(phenyl)borate